6-chloro-4-[4-[(1R)-1-(5-chloro-2-pyridyl)propyl]-4-hydroxy-1-piperidyl]-1-methyl-2-oxo-1,5-naphthyridine-3-carbonitrile ClC=1N=C2C(=C(C(N(C2=CC1)C)=O)C#N)N1CCC(CC1)(O)[C@H](CC)C1=NC=C(C=C1)Cl